ethyl 4-((4-(1H-pyrazol-4-yl)phenyl) amino)-2-(2-(3,3-difluorocyclobutane-1-carbonyl)isoindolin-5-yl)pyrimidine-5-carboxylate N1N=CC(=C1)C1=CC=C(C=C1)NC1=NC(=NC=C1C(=O)OCC)C=1C=C2CN(CC2=CC1)C(=O)C1CC(C1)(F)F